4-Chloro-but-2-ynoic acid [4-(3-bromo-phenylamino)-quinazolin-6-yl]-amide BrC=1C=C(C=CC1)NC1=NC=NC2=CC=C(C=C12)NC(C#CCCl)=O